diisopropyl 1,4-butanedisulfonate C(CCCS(=O)(=O)OC(C)C)S(=O)(=O)OC(C)C